CS(=O)(=O)OC1=NC(=C(N=C1)C1=C(C(=CC=C1)Cl)Cl)NC(=O)OC(C)(C)C (6-((tert-butoxycarbonyl) amino)-5-(2,3-dichlorophenyl) pyrazine-2-yl) methylsulfonate